ethyl-[4-[[4-[ethyl-[(3-sulfophenyl)methyl]amino]phenyl]-(2-sulfophenyl)ethylidene]-1-cyclohexa-2,5-dienylidene]-[(3-sulfophenyl)methyl]azanium C(C)[N+](CC1=CC(=CC=C1)S(=O)(=O)O)=C1C=CC(C=C1)=CC(C1=C(C=CC=C1)S(=O)(=O)O)C1=CC=C(C=C1)N(CC1=CC(=CC=C1)S(=O)(=O)O)CC